cyclopentadienyl-iron C1(C=CC=C1)[Fe]